NCC(=O)[O-].[Ni+2].NCC(=O)[O-] Nickel(II) glycinat